methyl 3-cyano-3-((trimethylsilyl)oxy)cyclobutene-1-carboxylate C(#N)C1(C=C(C1)C(=O)OC)O[Si](C)(C)C